ClCCC(=C(C1=CC=CC=C1)C1=CC=C(OCCN2CCC(CC2)CN2C3CN(CC2CC3)C=3C=C2CN(CC2=CC3)C3C(NC(CC3)=O)=O)C=C1)C1=CC=CC=C1 5-(8-((1-(2-(4-(4-chloro-1,2-diphenylbut-1-en-1-yl)phenoxy)ethyl)piperidin-4-yl)methyl)-3,8-diazabicyclo[3.2.1]octan-3-yl)-2-(2,6-dioxopiperidin-3-yl)isoindoline